NC(CO)(C)C1=CC(=CC=C1)OC(F)(F)F 2-amino-2-(3-(trifluoromethoxy)phenyl)propan-1-ol